4-methoxy-N,N-bis[(4-methoxyphenyl)methyl]-5-propyl-pyrimidin-2-amine COC1=NC(=NC=C1CCC)N(CC1=CC=C(C=C1)OC)CC1=CC=C(C=C1)OC